benzyl (3S,4S)-3-amino-4-hydroxypiperidine-1-carboxylate N[C@H]1CN(CC[C@@H]1O)C(=O)OCC1=CC=CC=C1